C(CCCCCCCCCCCCCCCCC)OCCCCCCCCCCCCCCCCCC monostearylether